diethyl (((((2S,3S,5R)-5-(2-amino-6-mercapto-9H-purin-9-yl)-3-hydroxytetrahydrofuran-2-yl)methyl)thio)methyl)phosphonate NC1=NC(=C2N=CN(C2=N1)[C@H]1C[C@@H]([C@H](O1)CSCP(OCC)(OCC)=O)O)S